OCCC12NCC(CC1)C2 2-HYDROXYETHYL-2-AZABICYCLO[2.2.1]HEPTANE